Cl.NCCC1=C(C=C2CCCCN12)C(=O)OC Methyl 3-(2-Aminoethyl)-5,6,7,8-tetrahydroindolizine-2-carboxylate Hydrogen Chloride Salt